3-(4-amino-6-(5-(4-fluorophenyl)thiophen-2-yl)-1-methyl-1H-imidazo[4,5-C]pyridin-2-yl)propan-1-ol NC1=NC(=CC2=C1N=C(N2C)CCCO)C=2SC(=CC2)C2=CC=C(C=C2)F